2,2,3,3-tetramethyl-N-[6-(3-methylimidazol-4-yl)-3-isoquinolinyl]cyclopropanecarboxamide CC1(C(C1(C)C)C(=O)NC=1N=CC2=CC=C(C=C2C1)C=1N(C=NC1)C)C